ClC1=CC(=C(C2=C1N(N=N2)C)C)[C@@H](CC(=O)O)C=2C=C(C1=C(C=CS1)C2)CN2C[C@H](OC1=C([C@@H]2C)N=CC=C1)CC (3S)-3-(7-chloro-1,4-dimethyl-1H-benzotriazol-5-yl)-3-(7-{[(2R,5S)-2-ethyl-5-methyl-2,3-dihydropyrido[2,3-f][1,4]oxazepin-4(5H)-yl]methyl}-1-benzothien-5-yl)propanoic acid